ClC1=CC=C(C2=C1N(C(=N2)N2C(=CC=C2C)C)C)C2=C(N(N=C2)C)C2=C(C1=CC=CC=C1C=C2F)C#N 2-[4-[7-chloro-2-(2,5-dimethylpyrrol-1-yl)-1-methyl-benzimidazol-4-yl]-2-methyl-pyrazol-3-yl]-3-fluoro-naphthalene-1-carbonitrile